3,6-dihydro-2H-thiopyran S1CCC=CC1